(2-chloro-4-((5-fluoro-2-methylbenzofuran-7-yl)oxy)benzeneyl)methanone ClC1=C(C=CC(=C1)OC1=CC(=CC=2C=C(OC21)C)F)C=O